benzofuranthioate O1C(=CC2=C1C=CC=C2)C([O-])=S